Methyl 1-[(2-bromo-5-chloropyridin-3-yl)oxy]cyclopropane-1-carboxylate BrC1=NC=C(C=C1OC1(CC1)C(=O)OC)Cl